2-[4-(4-chlorophenyl)-5-(pyridin-4-yl)-1H-imidazol-1-yl]-1-{2,7-diazaspiro[3.5]nonan-2-yl}ethan-1-one ClC1=CC=C(C=C1)C=1N=CN(C1C1=CC=NC=C1)CC(=O)N1CC2(C1)CCNCC2